6-(trifluoromethyl)imidazo[1,2-a]pyridine-2-Methanol FC(C=1C=CC=2N(C1)C=C(N2)CO)(F)F